tertiary butyl alcohol magnesium [Mg].C(C)(C)(C)O